C(CCCCCCCCCCCCC)(=O)OC1=CC=C(C=C1)COC(=O)OC[C@]1(O[C@H](C[C@@H]1O)N1C2=NC(=NC(=C2N=C1)N)F)C#C 4-((((((2R,3S,5R)-5-(6-amino-2-fluoro-9H-purin-9-yl)-2-ethynyl-3-hydroxytetrahydrofuran-2-yl)methoxy)carbonyl)oxy)methyl)phenyl tetradecanoate